BrC#CCC(C1=C(C=CC(=C1)F)F)N1C(C2=CC=CC=C2C1)=O 2-(4-bromo-1-(2,5-difluorophenyl)but-3-yn-1-yl)isoindolin-1-one